N-(4-(4-amino-5-(1-oxo-2-(2,2,2-trifluoroethyl)-1,2-dihydroisoquinolin-6-yl)pyrazolo[5,1-f][1,2,4]triazin-6-yl)phenyl)acrylamide NC1=NC=NN2C1=C(C(=N2)C2=CC=C(C=C2)NC(C=C)=O)C=2C=C1C=CN(C(C1=CC2)=O)CC(F)(F)F